CC1=C(C(=CC=C1)C)NC(C(=O)O)=O 2-[(2,6-dimethylphenyl)amino]-2-oxoacetic acid